FC=1C(=C(C=CC1)C(=O)N1[C@@H]2[C@@H](C[C@H](C1)C2)NC2=NC=C(C=C2)C(F)(F)F)C2=NC=CC=N2 (3-fluoro-2-(pyrimidin-2-yl)phenyl)((1S,4S,6R)-6-((5-(trifluoromethyl)pyridin-2-yl)amino)-2-azabicyclo[2.2.1]heptan-2-yl)methanone